C(C)(C)S(=O)(=O)C1=CC=C(C=C1)B(O)O 4-isopropylsulfonylphenyl-boronic acid